ClC1=CC(=C(C=C1)C1=NN2C(CN(CC2)C(C=C)=O)=C1C1=CC=NC=C1)CO 1-{2-[4-chloro-2-(hydroxymethyl)phenyl]-3-(pyridin-4-yl)-6,7-dihydropyrazolo[1,5-a]pyrazin-5(4H)-yl}prop-2-en-1-one